3-fluoro-N-([1,2,3]triazolo[1,5-a]pyridin-3-ylmethyl)-4-(trifluoromethyl)benzamide FC=1C=C(C(=O)NCC=2N=NN3C2C=CC=C3)C=CC1C(F)(F)F